ClC=1C=C(OC=2C(=NC(=NC2)C)C(OC)=N)C=CC1 methyl 5-(3-chlorophenoxy)-2-methyl-pyrimidine-4-formimidate